5-(imidazo[1,2-a]pyridin-6-yl)-2,3-dihydro-1H-inden-4-amine N=1C=CN2C1C=CC(=C2)C2=C(C=1CCCC1C=C2)N